Hexane-6-yl-methanol CCCCCCCO